BrCC(C)NC(OC(C)(C)C)=O tert-butyl (1-bromopropan-2-yl)carbamate